N-(1-methyl-1H-indazol-7-yl)-1H-pyrazole-4-sulfonamide CN1N=CC2=CC=CC(=C12)NS(=O)(=O)C=1C=NNC1